methyl (2R)-3-carbamoyl-2-{[(1,2,3,5,6,7-hexahydro-s-indacen-4-yl)carbamoyl]amino}propanoate C(N)(=O)C[C@H](C(=O)OC)NC(NC1=C2CCCC2=CC=2CCCC12)=O